CN1N=CC=C1C(=O)NC1=CNC2=CC=C(C=C12)OC1CC(C1)C1=CC=C(C=C1)C(F)(F)F 1-methyl-N-{5-[(1R,3R)-3-[4-(trifluoromethyl)-phenyl]cyclobutoxy]-1H-indol-3-yl}-1H-pyrazole-5-carboxamide